ClC1=CN2C(=NC(=CC2=O)N2CCN(C3(CC3)C2)C(=O)O)S1.N1=CC=CC2=CC(=CC=C12)C(C(=O)N)C (quinolin-6-yl)propionamide 7-(2-chloro-5-oxo-5H-thiazolo[3,2-a]pyrimidin-7-yl)-4,7-diazaspiro[2.5]octane-4-carboxylate